(3s,5s)-1-((4-fluorophenyl)sulfonyl)-5-(3-(3-phenylpropyl)-1,2,4-oxadiazol-5-yl)pyrrolidine-3-carboxamide FC1=CC=C(C=C1)S(=O)(=O)N1C[C@H](C[C@H]1C1=NC(=NO1)CCCC1=CC=CC=C1)C(=O)N